N-{[5-chloro-6-(5-methoxy-2-pyrazinyl)-2-indolyl]methyl}-4-morpholinecarboxamide ClC=1C=C2C=C(NC2=CC1C1=NC=C(N=C1)OC)CNC(=O)N1CCOCC1